OCCC1=C(C2=CC=CC=C2C=C1)C(=O)N (2-hydroxyethyl)-1-naphthalenamide